C1(CCCCC1)C1C(=C(C=CC1(C)O)C(C1=C(C=CC=C1)O)C1=C(C(C(C=C1)(O)C)C1CCCCC1)C)C bis(cyclohexyl-4-hydroxy-4-methyl-2-methyl-phenyl)-2-hydroxy-phenylmethane